2-((2-ethyl-4-fluorophenyl)amino)-4-(trifluoromethyl)benzonitrile C(C)C1=C(C=CC(=C1)F)NC1=C(C#N)C=CC(=C1)C(F)(F)F